nonanoyl-CoA C(CCCCCCCC)(=O)SCCNC(CCNC([C@@H](C(COP(OP(OC[C@@H]1[C@H]([C@H]([C@@H](O1)N1C=NC=2C(N)=NC=NC12)O)OP(=O)(O)O)(=O)O)(=O)O)(C)C)O)=O)=O